(Sa)-6-(1-(4-(tert-Butyl)benzyl)-4-cyano-1H-indol-7-carboxamido)spiro[3.3]heptan C(C)(C)(C)C1=CC=C(CN2C=CC3=C(C=CC(=C23)C(=O)NC2CC3(CCC3)C2)C#N)C=C1